C(C(C)C)N1C(=NC2=C1C=CC=C2)CN2C(CNCC2)C(=O)C2CC2 1-isobutyl-2-((cyclopropylformylpiperazin-1-yl)methyl)-1H-benzimidazole